C1(=CC=CC=C1)N(C(C(F)(F)F)=O)C(C1=CC=CC=C1)=O N-phenyl-N-benzoyl-trifluoroacetamide